Kalium hydrogenphosphat P(=O)(O)([O-])[O-].[K+].[K+]